7-hydroxy-5-oxa-2-azaspiro[3.4]octane-2-carboxylic acid tert-butyl ester C(C)(C)(C)OC(=O)N1CC2(C1)OCC(C2)O